3-methylmercaptopropionic acid CSCCC(=O)O